C=1(C(=CC=CC1)CCCO)CCCO benzenedipropanol